9,9-bis(6-(2-hydroxyethyl)-2-naphthyl)fluorene OCCC=1C=C2C=CC(=CC2=CC1)C1(C2=CC=CC=C2C=2C=CC=CC12)C1=CC2=CC=C(C=C2C=C1)CCO